tri-potassium, monohydrate O.[K].[K].[K]